anti-3-[1-(2-Chloro-4-fluorobenzyl)-3-[(dimethylamino)methyl]-4-hydroxypiperidin-4-yl]benzamid ClC1=C(CN2CC(C(CC2)(O)C=2C=C(C(=O)N)C=CC2)CN(C)C)C=CC(=C1)F